[6-(2-pyridin-3-ylethyl)quinazolin-4-yl]-2,7-diazaspiro[3.5]nonane-7-carboxylic acid tert-butyl ester C(C)(C)(C)OC(=O)N1CCC2(CNC2C2=NC=NC3=CC=C(C=C23)CCC=2C=NC=CC2)CC1